FC1(CCN(CCC1)C1=NC2=CC(=CC=C2C=C1C(=O)OC)F)F methyl 2-(4,4-difluoroazepan-1-yl)-7-fluoroquinoline-3-carboxylate